(S)-1-(6-ethyl-8-fluoro-4-methyl-3-(3-methyl-1,2,4-oxadiazol-5-yl)quinolin-2-yl)-3-methyl-N-(((R)-tetrahydrofuran-3-yl)methyl)pyrrolidin-3-amine C(C)C=1C=C2C(=C(C(=NC2=C(C1)F)N1C[C@](CC1)(NC[C@@H]1COCC1)C)C1=NC(=NO1)C)C